1-(5-((4-(2-chloro-3-fluoropyridin-4-yl)piperazin-1-yl)methyl)-1-oxoisoindolin-2-yl)dihydropyrimidine-2,4(1H,3H)-dione ClC1=NC=CC(=C1F)N1CCN(CC1)CC=1C=C2CN(C(C2=CC1)=O)N1C(NC(CC1)=O)=O